3-(2-(Acetoxymethoxy)-2,2-diphenylacetoxy)spiro[bicyclo[3.2.1]octane-8,1'-pyrrolidin]-8-ium formate C(=O)[O-].C(C)(=O)OCOC(C(=O)OC1CC2CCC(C1)[N+]21CCCC1)(C1=CC=CC=C1)C1=CC=CC=C1